Tert-butyl 3-(4-(1-methyl-1H-imidazol-2-yl)-2,5-dioxoimidazolidin-4-yl)propanoate CN1C(=NC=C1)C1(NC(NC1=O)=O)CCC(=O)OC(C)(C)C